BrC(CCCCCCCCCCP(OCC)(=O)OCC)P(OCC)(=O)OCC tetraethyl 11-bromoundecanebisphosphonate